C(C(C)C)C1=CC=C(C=C1)C(C=O)C 2-(4-isobutylphenyl)-propanal